2-((1-(6-chloro-2-(4,4-dimethylpiperidin-1-yl)-3-methyl-4-oxo-3,4-dihydroquinazolin-8-yl)ethyl)amino)benzoic acid ClC=1C=C2C(N(C(=NC2=C(C1)C(C)NC1=C(C(=O)O)C=CC=C1)N1CCC(CC1)(C)C)C)=O